4-amino-5-methyl-2(1H)-pyridone NC1=CC(NC=C1C)=O